trifluoromethanesulfonic acid-3-(methoxycarbonyl)-8-{[tri(prop-2-yl)silyl]ethynyl}naphthalene-1-yl ester COC(=O)C=1C=C(C2=C(C=CC=C2C1)C#C[Si](C(C)C)(C(C)C)C(C)C)OS(=O)(=O)C(F)(F)F